CN1C=NC2=CC=C(C=C2C1=O)N1C(=NC2=C1CCC2)C2=NC(=CC=C2)C 3-methyl-6-(2-(6-methylpyridin-2-yl)-5,6-dihydrocyclopenta[d]imidazol-1(4H)-yl)quinazolin-4(3H)-one